4-[5-(6-Fluoroquinolin-2-yl)-3-phenyl-1H-pyrazol-1-yl]benzenesulfonamide FC=1C=C2C=CC(=NC2=CC1)C1=CC(=NN1C1=CC=C(C=C1)S(=O)(=O)N)C1=CC=CC=C1